BrC=1C2=C(C(N(C1)C)=O)N(N=C2)CC2=CC=C(C=C2)OC 4-bromo-1-[(4-methoxyphenyl)methyl]-6-methyl-pyrazolo[3,4-c]pyridin-7-one